O1C=NC=C1COC(=O)NC1=CC=C(CC2CCN(CC2)C(=O)OC(C)C)C=C1 isopropyl 4-(4-(((oxazol-5-ylmethoxy)carbonyl)amino)benzyl)piperidine-1-carboxylate